C(C)(=O)N1CC2(C1)CCN(CC2)C([C@@H](CCCCN)NC([C@@H](CC(C)C)NC([C@@H](CC2=CC=CC=C2)NC([C@@H](CC2=CC=CC=C2)N)=O)=O)=O)=O (R)-N-((R)-1-(2-acetyl-2,7-diazaspiro[3.5]nonan-7-yl)-6-amino-1-oxohexan-2-yl)-2-((R)-2-((R)-2-amino-3-phenylpropanamido)-3-phenylpropanamido)-4-methylpentanamide